ClC1=C(C=CC=C1OC)C(=O)N1C[C@H]2N(CC1)C[C@@H](CC2)OCC(C)C |r| (2-chloro-3-methoxyphenyl)-[rac-(7R,9aS)-7-(2-methylpropoxy)-1,3,4,6,7,8,9,9a-octahydropyrido[1,2-a]pyrazin-2-yl]methanone